N-(tert-butoxycarbonyl)-1,3-diaminopropane N-(3-aminopropyl)tert-butyl-carbamate NCCCN(C(O)=O)C(C)(C)C.C(C)(C)(C)OC(=O)NCCCN